C(C)(C)(C)OC(=O)NCCNC1CCN(CC1)C1=C(C=NC2=CC=C(C=C12)B(O)O)C1=CC(=CC(=C1)F)F (4-(4-((2-((tert-butoxycarbonyl)amino)ethyl)amino)piperidin-1-yl)-3-(3,5-difluorophenyl)quinolin-6-yl)boronic acid